FC=1C(=NC=CC1)NC1=C(C(OC(=C1)C(=O)N)=O)OC 4-((3-fluoropyridin-2-yl)amino)-3-methoxy-2-oxo-2H-pyran-6-carboxamide